3-(2-Fluoro-6-methoxy-3-pyridyl)-4-[4-[(3S)-1-(3-fluoropropyl)pyrrolidin-3-yl]oxyphenyl]-2H-thiochromen-7-ol FC1=NC(=CC=C1C=1CSC2=CC(=CC=C2C1C1=CC=C(C=C1)O[C@@H]1CN(CC1)CCCF)O)OC